tert-butyl 4-[(4-amino-6-methoxyimino-5,5-dimethyl-benzo[h]quinazolin-8-yl)methyl]piperidine-1-carboxylate NC1=NC=NC=2C3=C(C(C(C12)(C)C)=NOC)C=C(C=C3)CC3CCN(CC3)C(=O)OC(C)(C)C